tert-butyl 1-[(1-benzyloxycarbonyl-4-piperidyl)methylimino]-1-oxo-1,4-thiazinane-4-carboxylate C(C1=CC=CC=C1)OC(=O)N1CCC(CC1)CN=S1(CCN(CC1)C(=O)OC(C)(C)C)=O